1,5-dimethyl-6-thioxo-3-(2,2,7-trifluoro-3-oxo-4-(prop-2-ynyl)-3,4-dihydro-2H-benzo[b][1,4]Oxazin-6-yl)-1,3,5-triazine-2,4-dione CN1C(N(C(N(C1=S)C)=O)C1=CC2=C(OC(C(N2CC#C)=O)(F)F)C=C1F)=O